ClC=1C(=NC=CC1C1=NC(=C(C=C1)CNCC1CCC(N1)=O)OC)C1=C(C(=CC=C1)NC1=C(C(=CC=C1)CNCCO)F)Cl 5-((((3'-chloro-2'-(2-chloro-3-((2-fluoro-3-(((2-hydroxyethyl)amino)methyl)phenyl)amino)phenyl)-6-methoxy-[2,4'-bipyridin]-5-yl)methyl)amino)methyl)pyrrolidin-2-one